[Mg].C(COCCO)O diethylene glycol, magnesium salt